2-[(1-cyclohexyl-5-isobutyl-pyrazol-3-yl)amino]-5-(thiophen-2-yl)nicotinic acid C1(CCCCC1)N1N=C(C=C1CC(C)C)NC1=C(C(=O)O)C=C(C=N1)C=1SC=CC1